BrC1=C(C(=C(C=C1)Cl)SC)C#C 1-bromo-4-chloro-2-ethynyl-3-(methylsulfanyl)benzene